(2R,3S,5R)-5-(5-bromo-4-{[(2,4-dimethoxyphenyl)methyl]amino}-7H-pyrrolo[2,3-d]pyrimidin-7-yl)-2-(hydroxymethyl)oxolan-3-ol BrC1=CN(C=2N=CN=C(C21)NCC2=C(C=C(C=C2)OC)OC)[C@H]2C[C@@H]([C@H](O2)CO)O